(2S,4R)-1-(2-methylbenzofuro[3,2-d]pyrimidin-4-yl)-4-(2-oxo-2-((4-(pyridazin-4-yl)phenyl)amino)ethyl)pyrrolidine CC=1N=C(C2=C(N1)C1=C(O2)C=CC=C1)N1CC[C@@H](C1)CC(NC1=CC=C(C=C1)C1=CN=NC=C1)=O